(R)-N-(3-(7-methyl-1H-indazol-5-yl)-1-(4-(1-methylpiperidin-4-yl)piperazin-1-yl)-1-oxopropan-2-yl)-4-(2-oxo-1,5,7,8-tetrahydro-2H-thiopyrano[4,3-b]pyridin-3-yl)piperidine-1-carboxamide CC=1C=C(C=C2C=NNC12)C[C@H](C(=O)N1CCN(CC1)C1CCN(CC1)C)NC(=O)N1CCC(CC1)C1=CC2=C(NC1=O)CCSC2